FC1=NN=C2N1C1=CC=CC=C1C(=N2)N(C)C2=CC(=CC(=C2)C#CC(C(F)(F)F)(C)C)F fluoro-N-(3-fluoro-5-(4,4,4-trifluoro-3,3-dimethylbut-1-yn-1-yl)phenyl)-N-methyl-[1,2,4]triazolo[4,3-a]quinazolin-5-amine